phenyl-sulfonyl-N'-phenylsulfonylurea C1(=CC=CC=C1)S(=O)(=O)NC(=O)NS(=O)(=O)C1=CC=CC=C1